tert-Butyl (1R,5S)-3-(7-(3-hydroxynaphthalen-1-yl)-2-(((S)-1-methylpyrrolidin-2-yl)methoxy)pyrido[4,3-d]pyrimidin-4-yl)-3,8-diazabicyclo[3.2.1]octane-8-carboxylate OC=1C=C(C2=CC=CC=C2C1)C1=CC=2N=C(N=C(C2C=N1)N1C[C@H]2CC[C@@H](C1)N2C(=O)OC(C)(C)C)OC[C@H]2N(CCC2)C